(difluoromethyl)-N-(1,1-dimethyl-3-propyl-2,3-dihydro-1H-inden-4-yl)nicotinamide FC(F)C1=C(C(=O)NC2=C3C(CC(C3=CC=C2)(C)C)CCC)C=CC=N1